NCCCCN1[C@@H](C(CC1)C1=CC(=CC=C1)C(F)(F)F)C (2R)-4-amino-1-(2-methyl-3-(3-(trifluoromethyl)phenyl)pyrrolidin-1-yl)butan